C[C@H]1[C@H]([C@H]([C@@H]([C@@H](O1)OC[C@@H]2[C@H]([C@@H]([C@H]([C@H](O2)O)O)O)O)O)O)O The molecule is a glycosylglucose consisting of an alpha-L-fucopyranose residue and an alpha-D-glucopyranose residue joined in sequence by a (1->6) glycosidic bond. It derives from an alpha-L-fucose and an alpha-D-glucose.